N-(4-mercaptophenyl)pyrene-1-carboxamide SC1=CC=C(C=C1)NC(=O)C1=CC=C2C=CC3=CC=CC4=CC=C1C2=C34